(S)-4-formyl-2,3-dihydro-1H-pyrrole-2-carboxylic acid methyl ester COC(=O)[C@H]1NC=C(C1)C=O